L-5,5-dimethyl-1-pyrroline-N-oxide CC1(CCC=[N+]1[O-])C